ClC1=C(C(N(N=C1OC)C)=O)C1=C(C=CC2=CC=CC=C12)C 5-chloro-6-methoxy-2-methyl-4-(2-methyl-1-naphthyl)-3(2H)-pyridazinone